C1(CCCC1)CC=1OC(=CN1)C=1C(=NC(=CC1)C)N1CC=2N(CC1)C=CN2 2-(Cyclopentylmethyl)-5-(2-(5,6-dihydroimidazo[1,2-a]pyrazin-7(8H)-yl)-6-methylpyridin-3-yl)oxazol